BrC1=CC(=C(C=C1)NC(=O)N[C@@H](C)C=1N(N=CN1)C1=NC=CC=N1)I 1-(4-bromo-2-iodo-phenyl)-3-[(1S)-1-(2-pyrimidin-2-yl-1,2,4-triazol-3-yl)ethyl]urea